CC=1C=C(C=CC1)C=1C(=C(C(=CC1O)CCCCC)C1=NC=CC=C1)O 3'-methyl-4-pentyl-3-(pyridin-2-yl)-[1,1'-biphenyl]-2,6-diol